COC1=CC=C(C=C1)CN(C1=CC(=C(C(=N1)C1=C(C=C2C(=NC(=NC2=C1F)F)N1CC2CCC(C1)N2C(=O)OC(C)(C)C)Cl)I)C)CC2=CC=C(C=C2)OC tert-butyl 3-[7-[6-[bis[(4-methoxyphenyl)methyl]amino]-3-iodo-4-methyl-2-pyridyl]-6-chloro-2,8-difluoro-quinazolin-4-yl]-3,8-diazabicyclo[3.2.1]octane-8-carboxylate